O1CCC(CC1)COC1=C(C=CC=C1)C1CCN(CC1)[C@H]1CC2(CN(C2)C2=NN=C(O2)C(=O)OCC)CC1 (R)-ethyl 5-(6-(4-(2-((tetrahydro-2H-pyran-4-yl)methoxy)phenyl)piperidin-1-yl)-2-azaspiro[3.4]octan-2-yl)-1,3,4-oxadiazole-2-carboxylate